3-amino-6-(2,2-difluoro-3-methoxypropoxy)-4-(7-fluoro-1H-indazol-4-yl)-1H-1,7-phenanthrolin-2-one NC=1C(NC2=C3C=CC=NC3=C(C=C2C1C1=C2C=NNC2=C(C=C1)F)OCC(COC)(F)F)=O